8-{5-[7-(Piperazin-1-yl)-6,7,8,9-tetrahydro-5H-benzo[7]annulen-2-yl]-1H-pyrazolo[3,4-b]pyridin-3-yl}-2,3,4,5-tetrahydro-1,4-benzoxazepin-5-one N1(CCNCC1)C1CCC2=C(CC1)C=C(C=C2)C=2C=C1C(=NC2)NN=C1C1=CC2=C(C(NCCO2)=O)C=C1